NC1=NC=CC=C1C1=NC=2C(=NC(=CC2)C=2C=C(C=CC2)N2C(CCC2)=O)N1C1=CC=C(C=C1)CO[Si](C)(C)C(C)(C)C 1-(3-(2-(2-Aminopyridin-3-yl)-3-(4-(((tert-butyldimethylsilyl)oxy)methyl)phenyl)-3H-imidazo[4,5-b]pyridin-5-yl)phenyl)pyrrolidin-2-one